(5-(tert-butyl)isoxazol-3-yl)-2-(2-fluoro-4-(6-(1-methyl-1H-pyrazol-4-yl)pyrazolo[1,5-a]pyridin-3-yl)phenyl)acetamide C(C)(C)(C)C1=CC(=NO1)C(C(=O)N)C1=C(C=C(C=C1)C=1C=NN2C1C=CC(=C2)C=2C=NN(C2)C)F